2-(1-ethylpiperidin-4-yl)-1-(2-(5-(3-methoxyphenyl)pyridin-2-yl)morpholino)ethan-1-one C(C)N1CCC(CC1)CC(=O)N1CC(OCC1)C1=NC=C(C=C1)C1=CC(=CC=C1)OC